C(C)C(COCCOP(OCCOCC(CCCC)CC)O)CCCC.BrC=1C=C(C=CC1)C1=CC(=CC(=C1)C1=CC(=CC=C1)Br)C1=CC(=CC=C1)Br 1,3,5-tris(3-bromophenyl)benzene bis-[2-(2-ethylhexyloxy)ethyl]phosphite